N[C@H](CN1C=C(C=C1)C(=O)N1[C@@H](CN(C[C@@H]1C)C1=NC=C(N=C1)C(F)(F)F)C)C (1-((S)-2-aminopropyl)-1H-pyrrol-3-yl)((2R,6S)-2,6-dimethyl-4-(5-(trifluoromethyl)pyrazin-2-yl)piperazin-1-yl)methanone